C(C)OC(CC1CCCCC1)=O (1S,4s)-4-(2-ethoxy-2-oxoethyl)cyclohexane